C1(=CC=CC=C1)C(=CC(=O)N1C(C=CCC1)=O)C1=CC=CC=C1 1-(3,3-diphenylacryloyl)-5,6-dihydropyridin-2(1H)-one